C(C1=CC=CC=C1)OC1=NC(=CC=C1C1=C(C=C(C=C1F)N1CCC(CC1)C1=CC=C(C=C1)Cl)F)OCC1=CC=CC=C1 2,6-dibenzyloxy-3-[4-[4-(4-chlorophenyl)-1-piperidyl]-2,6-difluoro-phenyl]pyridine